Diisodecyl-dimethyl-ammonium chloride [Cl-].C(CCCCCCC(C)C)[N+](C)(C)CCCCCCCC(C)C